C(C)(C)(C)OC(N(C)[C@@H]1CN(CC1)C1=NC=C(C(=N1)OCC)C(N)=O)=O.C=1(C(=CC(=CC1)C(=O)Cl)C(=O)Cl)C(=O)Cl 1,2,4-benzenetricarbonyltrichloride tert-Butyl-N-[(3S)-1-(5-carbamoyl-4-ethoxypyrimidin-2-yl)pyrrolidin-3-yl]-N-methylcarbamate